tert-butyl 1-(1-(6-(2,6-dioxopiperidin-3-yl)pyridin-3-yl)piperidine-4-carbonyl)-4-methylpiperidine-4-carboxylate O=C1NC(CCC1C1=CC=C(C=N1)N1CCC(CC1)C(=O)N1CCC(CC1)(C(=O)OC(C)(C)C)C)=O